tertbutyl 5-(3-aminophenyl)-3-(2-tert-butoxy-2-oxo-ethoxy)-4-chloro-thiophene-2-carboxylate NC=1C=C(C=CC1)C1=C(C(=C(S1)C(=O)OC(C)(C)C)OCC(=O)OC(C)(C)C)Cl